FC=1C=C(N(C1)CC1=CC=NC=C1)C(=O)O 4-fluoro-1-(pyridin-4-ylmethyl)-1H-pyrrole-2-carboxylic acid